3-methyl-1-p-tolyl-1H-benzo[g]indazole-4,5-dione CC1=NN(C=2C3=C(C(C(C12)=O)=O)C=CC=C3)C3=CC=C(C=C3)C